N(N)C1=NC2=CC=CC=C2C(N1)=O 2-hydrazyl-quinazolin-4(3H)-one